2-(4-(4-(6-chloro-2-(diaminomethyleneamino)quinazolin-4-yl)phenyl)piperazin-1-yl)acetic acid ClC=1C=C2C(=NC(=NC2=CC1)N=C(N)N)C1=CC=C(C=C1)N1CCN(CC1)CC(=O)O